COC1=CC=C(C=C1)C(OCCCCCCO)(C1=CC=CC=C1)C1=CC=C(C=C1)OC 6-[bis(4-methoxyphenyl)-phenyl-methoxy]hexane-1-ol